2-[4-hydroxy-4-(hydroxymethyl)-1-piperidyl]-1-piperazin-1-yl-ethanone OC1(CCN(CC1)CC(=O)N1CCNCC1)CO